C1(=CC=CC=C1)C=1C(=C(NC1)C1=CC=CC=C1)C1=CC=CC=C1 TRIPHENYLAZOLE